FC1=CC=C(C(=O)NC2CCC(CC2)NC2=NN(C(C(=C2)C(F)(F)F)=O)C)C=C1 4-fluoro-N-((1S,4S)-4-((1-methyl-6-oxo-5-(trifluoromethyl)-1,6-dihydropyridazin-3-yl)amino)cyclohexyl)benzamide